4-Bromo-3-methyl-7-[4-(trifluoromethoxy)phenyl]benzimidazole-5-carboxamide BrC1=C(C=C(C=2N=CN(C21)C)C2=CC=C(C=C2)OC(F)(F)F)C(=O)N